2-(1H-imidazol-1-yl)-N-(4-(2-methoxyethoxy)cyclohexyl)-6-methylisonicotinamide N1(C=NC=C1)C=1C=C(C(=O)NC2CCC(CC2)OCCOC)C=C(N1)C